3-(methacryloyl-oxymethyl)-3-methyloxetane C(C(=C)C)(=O)OCC1(COC1)C